(1-cyclopropyl-1H-pyrazol-4-yl)-1-methylpiperidin-3-amine C1(CC1)N1N=CC(=C1)C1N(CCCC1N)C